C(C)(C)(C)OC(=O)N1[SH4]OCC1 1,2lambda6,3-oxathiazolidine-3-carboxylic acid tert-butyl ester